2-cyclohexyl-2,2-difluoro-N-(4-(6-fluoro-3,4-dihydroisoquinolin-2(1H)-yl)-2,6-Dimethylphenyl)acetamide C1(CCCCC1)C(C(=O)NC1=C(C=C(C=C1C)N1CC2=CC=C(C=C2CC1)F)C)(F)F